5-(2-(2-ethoxyethoxy)ethyl)bicyclo[2.2.1]hept-2-ene C(C)OCCOCCC1C2C=CC(C1)C2